N-benzyl-N-(3-butenyl)amine C=CCCNCC1=CC=CC=C1